FC(C1=C2C=C(NC2=CC(=C1)F)C(=O)N(C)[C@H]1CCCC=2NC(C3=CC(=CC=C3C12)F)=O)F (S)-4-(difluoromethyl)-6-fluoro-N-(8-fluoro-6-oxo-1,2,3,4,5,6-hexahydrophenanthridin-1-yl)-N-methyl-1H-indole-2-carboxamide